COC1=C(C=C(C=C1)NC(=O)C1=CC2=C(S1)C=CC=C2C=2C=C1C(=NC2)NC=C1)C(=O)N1CCOCC1 N-(4-methoxy-3-(morpholine-4-carbonyl)phenyl)-4-(1H-pyrrolo[2,3-b]pyridin-5-yl)benzo[b]thiophene-2-carboxamide